FC(C(=O)O)(F)F.NC(COC1=C(C=C(C=C1)NC1=NC=2N(C(=C1)NC1CC1)N=CC2C#N)C[S@](=O)C)(C)C |r| (±)-5-((4-(2-amino-2-methylpropoxy)-3-((methylsulfinyl)methyl)phenyl)amino)-7-(cyclopropylamino)pyrazolo[1,5-a]pyrimidine-3-carbonitrile monotrifluoroacetic acid salt